2-([1H-tetrazole-5-yl]ethyl)-1,2,3,4,4a,5,6,7,8,8a-decahydroisoquinoline-3-carboxylic acid N1N=NN=C1CCN1CC2CCCCC2CC1C(=O)O